FC1([C@]2(CCC(C1)C2)C(=O)O)F |r| (S and R)-2,2-difluorobicyclo[2.2.1]heptane-1-carboxylic acid